FC(C=1C=C(CO[C@@H]2CC[C@H](CC2)C(=O)OCC)C=CC1)(F)F ethyl trans-4-{[3-(trifluoromethyl)benzyl]oxy}cyclohexane-1-carboxylate